5,2',3'-trihydroxy-7-methoxyflavone OC1=C2C(C=C(OC2=CC(=C1)OC)C1=C(C(=CC=C1)O)O)=O